FC=1C=C(COC=2C=C3N(C(N2)=O)C[C@@H]2N3COC2)C=C(C1OC=1C=NN(C1)C)F (S)-6-((3,5-difluoro-4-((1-methyl-1H-pyrazol-4-yl)oxy)benzyl)oxy)-10,10a-dihydro-1H-oxazolo[3',4':3,4]imidazo[1,2-c]pyrimidin-8(3H)-one